COC=1C(=CC2=C(N(S(N=C2)(=O)=O)C)C1)O[C@@H]1COCC1 7-methoxy-1-methyl-6-(((S)-tetrahydrofuran-3-yl)oxy)-1H-benzo[c][1,2,6]thiadiazine-2,2-dioxide